rac-4-chloro-2-(trans-2-hydroxycyclohexyl)-6-(4-(1H-pyrazol-1-yl)benzyl)-5-(trifluoromethyl)isoindolin-1-one ClC1=C2CN(C(C2=CC(=C1C(F)(F)F)CC1=CC=C(C=C1)N1N=CC=C1)=O)[C@H]1[C@@H](CCCC1)O |r|